tert-butyl (2S,4R)-4-(tert-butoxy)-1-((2-(2-(2,6-dioxopiperidin-3-yl)-1-oxoisoindolin-5-yl)-3-fluoropyridin-4-yl)methyl)pyrrolidine-2-carboxylate C(C)(C)(C)O[C@@H]1C[C@H](N(C1)CC1=C(C(=NC=C1)C=1C=C2CN(C(C2=CC1)=O)C1C(NC(CC1)=O)=O)F)C(=O)OC(C)(C)C